ClC1=CC(=NC2=CC=C(C=C12)C(=O)OC)[C@@H]1O[C@]([C@H]([C@H]1C1=C(C(=C(C=C1)F)F)OC)C)(C(F)(F)F)C Methyl 4-chloro-2-((2R,3S,4S,5R)-3-(3,4-difluoro-2-methoxyphenyl)-4,5-dimethyl-5-(trifluoromethyl)tetrahydrofuran-2-yl)quinoline-6-carboxylate